S-(4-(3-(1H-1,2,3-triazol-1-yl) propyl) phenyl) dimethylthiocarbamate CN(C(SC1=CC=C(C=C1)CCCN1N=NC=C1)=O)C